P(=O)(O)(O)OCCCC(=O)OCOC(C[C@H](CC)C1=CC(=C(C=C1)N(CC(C)C)CC(C)C)NC(=O)NC1=CC=C(C=C1)C)=O (S)-((4-(Phosphonooxy)butanoyl)oxy)methyl-3-(4-(diisobutylamino)-3-(3-(p-tolyl)ureido) phenyl)pentanoate